(amino(4,5-dichloro-2-hydroxyphenyl)methyl)piperidin-2-one NC(C1=C(C=C(C(=C1)Cl)Cl)O)N1C(CCCC1)=O